(7-(Aminomethyl)-6-methoxy-1-(2-(5-methoxy-1H-indol-3-yl)ethyl)-3,4-dihydroisoquinolin-2(1H)-yl)(morpholinyl)methanone NCC1=C(C=C2CCN(C(C2=C1)CCC1=CNC2=CC=C(C=C12)OC)C(=O)N1CCOCC1)OC